CN1N=CC2=CC(=CC=C12)C(=O)NC=1C=CC=2N(C1)C=C(N2)C2N(CCOC2)C 1-methyl-N-[2-(4-methylmorpholin-3-yl)imidazo[1,2-a]pyridin-6-yl]-1H-indazole-5-carboxamide